C[C@H](CCCC(C)(C)O)[C@H]1CC[C@@H]\2[C@@]1(CCC/C2=C\C=C/3\C[C@H](C[C@@H](C3=C)O)O)C (5Z,7E)-(1S,3R)-9,10-Secocholesta-5,7,10(19)-triene-1,3,25-triol